N(=[N+]=[N-])C(/C=C/C=1SC=CC1)CBr (E)-2-(3-azido-4-bromobut-1-en-1-yl)thiophene